N-(2,3-dihydro-1,4-benzoxazin-4-yl)-7-fluoro-4-morpholino-8-(3,4,5-trifluorophenyl)quinoline O1CCN(C2=C1C=CC=C2)N2CC=C(C1=CC=C(C(=C21)C2=CC(=C(C(=C2)F)F)F)F)N2CCOCC2